FC=1C=C(CC=2C=NN(C2)C(=O)N[C@@H]2C(N(C3=C(OC2)C=CC(=C3)OCCOCCO)C)=O)C=CC1 (S)-4-(3-fluorobenzyl)-N-(7-(2-(2-hydroxyethoxy)ethoxy)-5-methyl-4-oxo-2,3,4,5-tetrahydrobenzo[b][1,4]oxazepin-3-yl)-1H-pyrazole-1-carboxamide